(5,6-dichloro-1-methyl-3,4-dihydropyrazolo[4,3-b]indol-2(1H)-yl)(5-methoxypyrimidin-2-yl)methanone ClC1=C(C=CC=2C3=C(NC12)CN(N3C)C(=O)C3=NC=C(C=N3)OC)Cl